(S)-2-(2-(2-methylindolin-1-yl)-2-oxoethyl)-6-morpholinopyrimidin-4(3H)-one C[C@@H]1N(C2=CC=CC=C2C1)C(CC1=NC(=CC(N1)=O)N1CCOCC1)=O